((tetrahydrofuran-3-yl)oxy)pyrazole O1CC(CC1)OC1=NNC=C1